CN(C1=NC(=C(C=C1[N+](=O)[O-])N)OC(C)C)CCN(C)C N2-methyl-N2-[2-(dimethylamino)ethyl]-6-isopropyloxy-3-nitropyridin-2,5-diamine